1-(imidazo[1,2-a]pyrazin-3-ylmethyl)-N-(4-((tetrahydrofuran-3-yl)oxy)-3-(trifluoromethyl)phenyl)indoline-6-carboxamide N=1C=C(N2C1C=NC=C2)CN2CCC1=CC=C(C=C21)C(=O)NC2=CC(=C(C=C2)OC2COCC2)C(F)(F)F